COCCO.O(F)F.[Ti] titanium oxygen fluoride compound with ethylene glycol methyl ether